2-Hydroxy-N-tris(hydroxymethyl)methyl-3-aminopropanoic acid OC(C(=O)O)CNC(CO)(CO)CO